FC1=C(C(C#N)=C(C(=C1OC1=CC=C(C=C1)C(=O)OC1=CC=C(C=C1)Cl)OC1=CC=C(C=C1)C(=O)OC1=CC=C(C=C1)Cl)F)C#N 3,6-difluoro-4,5-bis[4-((4-Chlorophenoxy)carbonyl)phenoxy]phthalonitrile